ClC1=C(C=C2CCCOC2=C1C1=C2C=NNC2=CC=C1C)N1CC2(CN(C2)C(C=C)=O)CC1 1-(6-(7-chloro-8-(5-methyl-1H-indazol-4-yl)-3,4-dihydro-2H-chromen-6-yl)-2,6-diazaspiro[3.4]octan-2-yl)-2-propen-1-one